1,1,3,3,4,4,4-heptafluoro-2-butanol FC(C(C(C(F)(F)F)(F)F)O)F